C(C)(C)(C)OC(=O)N1CCCCC1 tert-Butoxycarbonyl-piperidin